C(C)(C)(C)OC(=O)N1C(C[C@@H](C1)O[Si](C)(C)C(C)(C)C)=O.ClC1=NN(C2=CC=C(C=C12)COC1=CC=C2C=C(COC2=C1)CN1CCC1)CCC 1-[7-(3-chloro-1-propyl-1H-indazol-5-yl-methoxy)-2H-chromen-3-ylmethyl]-azetidin tert-butyl-(S)-4-((tert-butyldimethylsilyl)oxy)-2-oxopyrrolidine-1-carboxylate